methyl 5-bromo-6-ethyl-1-methyl-4-oxo-1,4-dihydropyridine-3-carboxylate BrC=1C(C(=CN(C1CC)C)C(=O)OC)=O